2-(3-chlorophenyl)-N-(4-(((6-cyclopropyl-5-oxo-5,6-dihydroimidazo[1,2-c]pyrimidin-2-yl)methyl)amino)pyridin-2-yl)cyclopropane-1-carboxamide ClC=1C=C(C=CC1)C1C(C1)C(=O)NC1=NC=CC(=C1)NCC=1N=C2N(C(N(C=C2)C2CC2)=O)C1